ClC=1C2=C(SC1C(=O)N[C@@H](C(=O)O)CC1=CC=CC=C1)C=C(C(=C2)F)F (R)-2-(3-chloro-5,6-difluorobenzo[b]thiophene-2-carboxamido)-3-phenylpropanoic acid